tert-butyl 3-(6-methoxy-4-(trifluoromethyl)pyridin-3-yl)piperidine-1-carboxylate COC1=CC(=C(C=N1)C1CN(CCC1)C(=O)OC(C)(C)C)C(F)(F)F